(R)-2-(4-((4-(1H-1,2,4-triazol-1-yl)phenyl)sulfonylamino)-2,6-difluorobenzoylamino)-3-(8-(2,6-dimethoxyphenyl)isoquinolin-5-yl)propanoic acid N1(N=CN=C1)C1=CC=C(C=C1)S(=O)(=O)NC1=CC(=C(C(=O)N[C@@H](C(=O)O)CC2=C3C=CN=CC3=C(C=C2)C2=C(C=CC=C2OC)OC)C(=C1)F)F